C(CCCCCCCCCCC)N[C@@H](CC(=O)[O-])C(=O)[O-].[Na+].[Na+] disodium laurylaspartate